OC1(CC(C1)C(=O)C1=CC=CC=C1)C1=CC=CC=C1 (3-Hydroxy-3-phenylcyclobutyl)(phenyl)methanone